(5R,8R)-8-fluoro-5-methyl-5,6,7,8-tetrahydroquinolin-4-ol F[C@@H]1CC[C@H](C=2C(=CC=NC12)O)C